FC1=CC=C(C[C@@H]2C[C@@H](NC2)C(=O)OC(C)(C)C)C=C1 tert-butyl (2R,4R)-4-(4-fluorobenzyl)pyrrolidine-2-carboxylate